O=C1N(CCN1C1=CC=CC=C1)C1CC2CN(C1C2)C=2N=NC(=C(N2)NC2=CC=C(C=C2)C2CCNCC2)C(=O)N (6-(2-oxo-3-phenylimidazolin-1-yl)-2-azabicyclo[2.2.1]heptane-2-yl)-5-((4-(piperidin-4-yl)phenyl)amino)-1,2,4-triazine-6-carboxamide